trans-5-(2-(3-chloro-5-fluorophenyl)cyclopropyl)-2,2'-bipyrimidine ClC=1C=C(C=C(C1)F)[C@H]1[C@@H](C1)C=1C=NC(=NC1)C1=NC=CC=N1